(R)-4-n-propyl-dihydrofuran C(CC)C=1CCOC1